C1(CC1)C1=[N+](C(=CC=C1)C(NC1=CC2=CN(N=C2C=C1OC)C1CCC(CC1)(C)O)=O)[O-] 2-cyclopropyl-6-((2-((1r,4r)-4-hydroxy-4-methylcyclohexyl)-6-methoxy-2H-indazol-5-yl)carbamoyl)Pyridine 1-oxide